2-bromo-1-chloro-3-methylbenzene BrC1=C(C=CC=C1C)Cl